1-(2-((4-methoxybenzyl)oxy)pyridin-3-yl)ethan-1-amine COC1=CC=C(COC2=NC=CC=C2C(C)N)C=C1